5-(4-(2-(4-cyanophenoxy)ethyl)piperazin-1-yl)-3-hydroxypyridine C(#N)C1=CC=C(OCCN2CCN(CC2)C=2C=C(C=NC2)O)C=C1